C1(CC1)CNC(=O)C(=O)NC1COCCC1=O (cyclopropylmethyl)-N'-(4-oxotetrahydropyran-3-yl)oxamide